di-urethane di-methacrylate C(C(=C)C)(=O)O.C(C(=C)C)(=O)O.NC(=O)OCC.NC(=O)OCC